CC1(N(CCC(C1)C1=CC2=C(NC(O2)=O)C=C1)C(=O)OC(C)(C)C)C tert-Butyl 2,2-dimethyl-4-(2-oxo-3H-1,3-benzoxazol-6-yl)piperidine-1-carboxylate